BrC1SNSS1 5-bromo-[1,2,4]trithiazol